5-(2-(trifluoromethyl)phenylsulfonylamino)thiazole-4-carboxylic acid FC(C1=C(C=CC=C1)S(=O)(=O)NC1=C(N=CS1)C(=O)O)(F)F